[Cl-].CC1=CC(=C(C(=C1)C(C)C1=CC=CC=C1)N1C=[N+](CC1)C1=C(C=C(C=C1C(C)C1=CC=CC=C1)C)C(C)C1=CC=CC=C1)C(C)C1=CC=CC=C1 1,3-Bis(4-methyl-2,6-bis(1-phenylethyl)phenyl)-4,5-dihydro-1H-3-imidazolium chloride